3-((R)-3-methylmorpholino)-1-((R)-1-(methylsulfonyl)pyrrolidin-3-yl)-5-(1H-pyrrolo[2,3-b]pyridin-4-yl)pyrazine-2(1H)-one C[C@@H]1COCCN1C=1C(N(C=C(N1)C1=C2C(=NC=C1)NC=C2)[C@H]2CN(CC2)S(=O)(=O)C)=O